6-Amino-3-((1R,3S)-4'-chloro-3-cyano-3-methyl-1',2'-dihydrospiro[cyclopentane-1,3'-pyrrolo[2,3-b]pyridin]-5'-yl)-N-(2-(dimethylamino)ethyl)-2-fluoro-N-methyl-benzamide NC1=CC=C(C(=C1C(=O)N(C)CCN(C)C)F)C=1C(=C2C(=NC1)NC[C@]21C[C@@](CC1)(C)C#N)Cl